C(\C=C\CCCC)OC(CCCCC(=O)O)OC\C=C\CCCC 6,6-bis(((E)-hept-2-en-1-yl)oxy)hexanoic acid